CC=1C(=CC=C2C(N(C(=NC12)CSC1CCOCC1)COCC[Si](C)(C)C)=O)NC1=CC=CC=C1 8-methyl-7-(phenylamino)-2-(((tetrahydro-2H-pyran-4-yl)thio)methyl)-3-((2-(trimethylsilyl)ethoxy)methyl)quinazolin-4(3H)-one